2-[[(2R)-2-[[2-[(3,3-dibutyl-7-methylsulfanyl-1,1-dioxo-5-phenyl-2,4-dihydro-1λ6,5-benzothiazepin-8-yl)oxy]acetyl]amino]-2-phenylacetyl]amino]acetic acid C(CCC)C1(CS(C2=C(N(C1)C1=CC=CC=C1)C=C(C(=C2)OCC(=O)N[C@@H](C(=O)NCC(=O)O)C2=CC=CC=C2)SC)(=O)=O)CCCC